4-(2-(2-(3-((1-hydroxycyclopropyl)methylamino)-3-oxopropyl)-5-methyl-1,2,3,4-tetrahydroisoquinolin-7-yl)-5H-pyrrolo[2,3-b]pyrazin-7-yl)-N,N,2-trimethylbenzamide OC1(CC1)CNC(CCN1CC2=CC(=CC(=C2CC1)C)C=1N=C2C(=NC1)NC=C2C2=CC(=C(C(=O)N(C)C)C=C2)C)=O